C1(CC1)N1C(NCC1)=O 1-cyclopropylimidazolidin-2-one